6-(4-Fluoro-3-methoxyphenyl)-N-((1-methyl-6-oxo-1,6-dihydropyrimidin-2-yl)methyl)pyrimidine-4-carboxamide FC1=C(C=C(C=C1)C1=CC(=NC=N1)C(=O)NCC=1N(C(C=CN1)=O)C)OC